1-(3-(4-(cyclopropanecarbonyl)piperazin-1-yl)benzyl)-5-methyl-N-phenyl-1H-pyrazole-3-carboxamide C1(CC1)C(=O)N1CCN(CC1)C=1C=C(CN2N=C(C=C2C)C(=O)NC2=CC=CC=C2)C=CC1